CN1N=CC2=C1COCC2COC2=CC=C(C=C2)C=2C=C(C(NC2C(F)(F)F)=O)C#N 5-(4-((1-methyl-1,4,5,7-tetrahydropyrano[3,4-c]pyrazol-4-yl)methoxy)phenyl)-2-oxo-6-(trifluoromethyl)-1,2-dihydropyridine-3-carbonitrile